C12(CCC(CC1)C2)CC(=O)O 2-(bicyclo[2.2.1]heptan-1-yl)acetic acid